3-difluoromethyl-1-methyl-1H-pyrazole-4-carboxylic acid [2-(2,4,6-trichloro-3-methoxyphenyl)-1-methyl-ethyl]-methoxy-amide ClC1=C(C(=CC(=C1OC)Cl)Cl)CC(C)N(C(=O)C=1C(=NN(C1)C)C(F)F)OC